OC1=C(C=CC(=C1)N(C(CC)=O)C)C1=CC=C(C=C1)C(=O)NCC=1C=NC=CC1 2'-hydroxy-4'-(N-methylpropanamido)-N-(pyridin-3-ylmethyl)-[1,1'-biphenyl]-4-carboxamide